tert-butyl (R)-(((tert-butoxycarbonyl)imino)(3-(3-(6-(octylamino)pyridin-3-yl)-1,2,4-oxadiazol-5-yl)pyrrolidin-1-yl)methyl)carbamate C(C)(C)(C)OC(=O)N=C(N1C[C@@H](CC1)C1=NC(=NO1)C=1C=NC(=CC1)NCCCCCCCC)NC(OC(C)(C)C)=O